O[C@@H]1CC[C@@]2([C@H]3CC[C@@]4([C@H](CC[C@H]4[C@@H]3CC=C2C1)[C@@H](CCC(=O)N(C)C)C)C)C (R)-4-((3R,8S,9S,10R,13R,14S,17R)-3-hydroxy-10,13-dimethyl-2,3,4,7,8,9,10,11,12,13,14,15,16,17-tetradecahydro-1H-cyclopenta[a]phenanthren-17-yl)-N,N-dimethylpentanamide